N-(4-(5-(3-chloro-6-(4,4-difluoropiperidin-1-yl)-4-methylpyridin-2-yl)-1,3,4-oxadiazol-2-yl)-3-(6-azaspiro[2.5]octan-6-yl)phenyl)-2-hydroxyethane-1-sulfonamide ClC=1C(=NC(=CC1C)N1CCC(CC1)(F)F)C1=NN=C(O1)C1=C(C=C(C=C1)NS(=O)(=O)CCO)N1CCC2(CC2)CC1